C1C[C@@H](C2=CC=CC=C2C1)C(=O)O (S)-(-)-1,2,3,4-tetrahydro-1-naphthoic acid